ClC1=CC(=NC(=N1)C)NC=1SC(=CN1)C(=O)NC1=NC=CC=C1C 2-((6-chloro-2-methylpyrimidin-4-yl)amino)-N-(3-methylpyridin-2-yl)thiazole-5-carboxamide